1-(Benzenesulfonyl)-4-bromo-2-(difluoromethyl)pyrrolo[2,3-b]pyridine C1(=CC=CC=C1)S(=O)(=O)N1C(=CC=2C1=NC=CC2Br)C(F)F